N-(4-Amino-1-cyclopropyl-3,4-dioxobutan-2-yl)-3-((S)-3-cyclopropyl-2-isobutyramidopropanoyl)-6,6-dimethyl-3-azabicyclo[3.1.0]hexane-2-carboxamide NC(C(C(CC1CC1)NC(=O)C1C2C(C2CN1C([C@H](CC1CC1)NC(C(C)C)=O)=O)(C)C)=O)=O